C(=O)(OC(C)(C)C)NC1=NC=CC=C1B(O)O (2-(Boc-amino)-pyridin-3-yl)boronic acid